COC=1C=C2CCN(C(C2=C(C1)OC)=O)CC1=CC(=CC=C1)C(F)(F)F 6,8-dimethoxy-2-(3-trifluoromethyl-benzyl)-3,4-dihydroisoquinolin-1(2H)-one